NC(C=C)=O 1-amino-prop-2-en-1-one